N1C(=NC2=C1C=CC=C2)C2=CC=C(C=C2)S(=O)(=O)NC2CCN(CC2)C(=O)OC(C)(C)C tert-butyl 4-(4-(1H-benzo[d]imidazol-2-yl)phenylsulfonamido)piperidine-1-carboxylate